(1R)-1-(3-{(2R or S)-2-cyclopropyl-1,1-difluoro-2-[(triethylsilyl)oxy]ethyl}-2-fluorophenyl)ethan-1-amine C1(CC1)[C@H](C(F)(F)C=1C(=C(C=CC1)[C@@H](C)N)F)O[Si](CC)(CC)CC |o1:3|